ethyl 3-(quinolin-3-yl)-4,5-dihydro-1,2-oxazole-5-carboxylate N1=CC(=CC2=CC=CC=C12)C1=NOC(C1)C(=O)OCC